N-[(S)-1-(4-cyano-3-methoxyphenyl)ethyl]-4-[(S)-5-methyl-1,4-diazepan-1-yl]-8-cyclopropyl-6-methyl-2-morpholino-1,7-diaza-3-naphthamide C(#N)C1=C(C=C(C=C1)[C@H](C)NC(=O)C=1C(=NC2=C(N=C(C=C2C1N1CCN[C@H](CC1)C)C)C1CC1)N1CCOCC1)OC